(difluoromethoxymethoxy)-1,1,2,2-tetrafluoro-2-(trifluoromethoxy)ethane FC(OCOC(C(OC(F)(F)F)(F)F)(F)F)F